tert-butyl (3-chloro-4-(N-hydroxycarbamimidoyl)phenyl)carbamate ClC=1C=C(C=CC1C(NO)=N)NC(OC(C)(C)C)=O